ClC=1C=C(C=CC1)C(C)NC(N)=O 3-(1-(3-chlorophenyl)ethyl)urea